6-(2-chloro-6-fluorophenyl)-4-((4-((4-cyclopropylpiperazin-1-yl)Sulfonyl)phenyl)amino)pyridazine-3-carboxylic acid methyl ester COC(=O)C=1N=NC(=CC1NC1=CC=C(C=C1)S(=O)(=O)N1CCN(CC1)C1CC1)C1=C(C=CC=C1F)Cl